The molecule is a 3-hydroxytetradecanoic acid that has R configuration at position 3. It plays an intermediate role in fatty acid biosynthesis. It is a 3-hydroxytetradecanoic acid and a (3R)-3-hydroxy fatty acid. It derives from a tetradecanoic acid. It is a conjugate acid of a (R)-3-hydroxytetradecanoate. It is an enantiomer of a (S)-3-hydroxytetradecanoic acid. CCCCCCCCCCC[C@H](CC(=O)O)O